heptafluorobutylsulfonyl fluoride FC(C(S(=O)(=O)F)(F)F)(CC(F)(F)F)F